3-(4-bromobenzyl)azetidine ethyl-3-(3,4-dichlorophenyl)-3-oxo-propanoate C(C)OC(CC(=O)C1=CC(=C(C=C1)Cl)Cl)=O.BrC1=CC=C(CC2CNC2)C=C1